C(C)(=O)N1[C@@H](CCC1=O)C(=O)NC1=C(C=CC(=C1)OC1=CC=C(C=C1)C(F)(F)F)OC (S)-1-acetyl-N-(2-methoxy-5-(4-(trifluoromethyl)phenoxy)phenyl)-5-oxopyrrolidine-2-carboxamide